(R)-N-(8,9-difluoro-6-oxo-1,4,5,6-tetrahydro-2H-pyrano[3,4-c]isoquinolin-1-yl)-3'-fluoro-N-methyl-[1,1'-biphenyl]-3-carboxamide FC=1C(=CC=2C3=C(NC(C2C1)=O)COC[C@@H]3N(C(=O)C=3C=C(C=CC3)C3=CC(=CC=C3)F)C)F